trans-4-(2-naphthyl)-pyrrolidine-3-carboxylic acid C1=C(C=CC2=CC=CC=C12)[C@H]1[C@@H](CNC1)C(=O)O